ClC1=C(C=CC(=C1)NC(CCCCCCCCCCCCC)=O)C1=CC(OC2=CC(=CC=C12)O[C@@H](C(=O)N1CCC(CC1)NC(CCCCC[P+](C1=CC=CC=C1)(C1=CC=CC=C1)C1=CC=CC=C1)=O)C)=O [6-[[1-[(2R)-2-[4-[2-Chloro-4-(tetradecanoylamino)phenyl]-2-oxo-chromen-7-yl]oxypropanoyl]-4-piperidyl]amino]-6-oxo-hexyl]-triphenyl-phosphonium